OS(=O)(=O)C(F)(F)F.FC(Cl)Cl monofluorodichloromethane triflate